2-(3,5-difluorophenyl)-2-(1-(piperidine-1-carbonyl)piperidin-4-ylidene)acetonitrile FC=1C=C(C=C(C1)F)C(C#N)=C1CCN(CC1)C(=O)N1CCCCC1